N[C@@H](CNCCN[C@@H](CC(=O)O)C(=O)O)C(=O)O (2-(((S)-2-amino-2-carboxyethyl)amino)ethyl)-L-aspartic acid